NC1=C(SC2=NC(=CC(=C21)C)C)C(=O)NC2CC=1C(=NC(=CC1)N1CC3(OCCO3)C(C1)N)OC2 3-amino-N-(7-{9-amino-1,4-dioxa-7-azaspiro[4.4]nonan-7-yl}-2H,3H,4H-pyrano[2,3-b]pyridin-3-yl)-4,6-dimethylthieno[2,3-b]pyridine-2-carboxamide